C(C)C(CC1(CCCCC1)C(=O)NC1=C(C=CC=C1)SC(C(C)C)=O)CC thioisobutyric acid S-(2-{[1-(2-ethyl-butyl)-cyclohexanecarbonyl]-amino}-phenyl) ester